C1NCC12COCC2 6-Oxa-2-azaspiro[3.4]octane